5-[1-(2,6-Difluoro-phenyl)-piperidin-4-yl]-2-methyl-7-[(S)- or (R)-1-(2-trifluoromethyl-phenyl)-ethyl]-2,4,5,7-tetrahydro-pyrazolo[3,4-d]pyrimidin-6-one FC1=C(C(=CC=C1)F)N1CCC(CC1)N1C(N(C=2C(C1)=CN(N2)C)[C@@H](C)C2=C(C=CC=C2)C(F)(F)F)=O |o1:24|